N-((3-(4-decylphenyl)-1,2,4-oxadiazol-5-yl)methyl)-2-(piperazin-1-yl)acetamide hydrochloride Cl.C(CCCCCCCCC)C1=CC=C(C=C1)C1=NOC(=N1)CNC(CN1CCNCC1)=O